CC1=C(C#N)C=CC=C1[C@@H](C)NC1=C2C(=C(N=N1)C)C=NC(=C2)N2CCN(CC2)C([C@@H]2N(CCC2)C)=O 2-methyl-3-((R)-1-((4-methyl-7-(4-(methyl-D-prolyl)piperazin-1-yl)pyrido[3,4-d]pyridazin-1-yl)amino)ethyl)benzonitrile